FC(C=1C=C(C=C(C1)C(F)(F)F)N1C([C@H]([C@H]([C@H](C1)C(=O)N1CCCC2=C(C(=CC=C12)Cl)Cl)O)O)=O)(F)F (3S,4S,5S)-1-[3,5-bis(trifluoromethyl)phenyl]-5-[(5,6-dichloro-1,2,3,4-tetrahydroquinolin-1-yl)carbonyl]-3,4-dihydroxytetrahydropyridin-2-one